(S)-6-((4-((2-hydroxy-1-phenylethyl)amino)-5-(3-(quinuclidin-4-yl)-1,2,4-oxadiazol-5-yl)pyridin-2-yl)amino)-2-isopropyl-1-propyl-1,2-dihydro-3H-pyrazolo[3,4-b]pyridin-3-one OC[C@H](C1=CC=CC=C1)NC1=CC(=NC=C1C1=NC(=NO1)C12CCN(CC1)CC2)NC2=CC=C1C(=N2)N(N(C1=O)C(C)C)CCC